(4aR,5R,10bR)-1-(1-azido-3,6,9,12-tetraoxapentadecan-15-oyl)-12-methyl-2,3,4,4a,5,6-hexahydro-1H-5,10b-prop[1]eno-1,7-phenanthrolin-8(7H)-one N(=[N+]=[N-])CCOCCOCCOCCOCCC(=O)N1CCC[C@@H]2[C@@H]3CC=4NC(C=CC4[C@]12CC(=C3)C)=O